3-{[3-hydroxybutan-2-yl]oxy}-5-(5-methyl-1,3-thiazol-2-yl)-N-{(1R)-1-[6-(trifluoromethyl)pyridazin-3-yl]ethyl}benzamide OC(C(C)OC=1C=C(C(=O)N[C@H](C)C=2N=NC(=CC2)C(F)(F)F)C=C(C1)C=1SC(=CN1)C)C